N1(N=CC=C1)C1=CC=CC(=N1)N1CCC(CC1)(O)C1=CC=C(C=C1)F 1-(6-(1H-pyrazol-1-yl)pyridin-2-yl)-4-(4-fluorophenyl)piperidin-4-ol